N-(5-(2-(3,3-dimethylazetidin-1-yl)acetamido)-2-methylpyridin-3-yl)-2-(1-(2-methoxyethyl)-1H-pyrazol-4-yl)pyrazolo[5,1-b]thiazole-7-carboxamide CC1(CN(C1)CC(=O)NC=1C=C(C(=NC1)C)NC(=O)C=1C=NN2C1SC(=C2)C=2C=NN(C2)CCOC)C